2-(4-Chloro-2-fluoro-3-hydroxy-phenyl)-1-[2-(hydroxyamino)-2-oxo-ethyl]benzimidazole-5-carboxylic acid ClC1=C(C(=C(C=C1)C1=NC2=C(N1CC(=O)NO)C=CC(=C2)C(=O)O)F)O